BrC=1C=C2C=NC(=NC2=CC1C(F)(F)P(OCC)(OCC)=O)NCCCS(N)(=O)=O diethyl ((6-bromo-2-((3-sulfamoylpropyl)amino)quinazolin-7-yl)difluoromethyl)phosphonate